OC(CN(CC(CCCCCCCC)O)CCCCCCOC(C1=CC=CC=C1)(C1=CC=CC=C1)C1=CC=CC=C1)CCCCCCCC 1-[(2-hydroxydecyl)[6-(triphenylmethoxy)hexyl]amino]decan-2-ol